tert-butyl ((1r,3r)-3-(4-(2-(4-((6-(N-hydroxycarbamoyl)pyridin-2-yl)oxy)phenyl) Propan-2-yl)phenoxy)cyclobutyl)carbamate ONC(=O)C1=CC=CC(=N1)OC1=CC=C(C=C1)C(C)(C)C1=CC=C(OC2CC(C2)NC(OC(C)(C)C)=O)C=C1